N1N=NN=C1C=1C=C(C=CC1)N1C(=NC2=NC=CN=C2C1=O)SCC(=O)NC=1SC=CN1 2-((3-(3-(1H-Tetrazol-5-yl)phenyl)-4-oxo-3,4-dihydropteridin-2-yl)thio)-N-(thiazol-2-yl)acetamide